3-(4-morpholinylphenyl)propionic acid N1(CCOCC1)C1=CC=C(C=C1)CCC(=O)O